FC1=C(C=C(C(=C1)C=1N(N=CC1)C)F)NC(=O)[C@@H]1NC[C@H](C1)F (2R,4S)-N-[2,5-difluoro-4-(2-methylpyrazol-3-yl)phenyl]-4-fluoro-pyrrolidine-2-carboxamide